C[SiH2][Si]([SiH2]C)([SiH2]C)OC(C=C)=O acrylic acid tri(methylsilyl)silyl ester